C(CCC)(=O)N1CCN(CC1)CC1=CC=C2N=C(C(NC2=C1)=O)CC 7-((4-butyrylpiperazin-1-yl)methyl)-3-ethylquinoxalin-2(1H)-one